C1(=CC(=CC=C1)C#CC1=NN=C2N1CCNC2)C 3-[2-(m-Tolyl)ethynyl]-5,6,7,8-tetrahydro-[1,2,4]triazolo[4,3-a]pyrazine